trans-N-[5-[2-methyl-4-[((2R)-1-methylazetidin-2-yl)methoxy]pyrazol-3-yl]pyrazolo[1,5-a]pyridin-2-yl]-2-phenyl-cyclopropanecarboxamide CN1N=CC(=C1C1=CC=2N(C=C1)N=C(C2)NC(=O)[C@H]2[C@@H](C2)C2=CC=CC=C2)OC[C@@H]2N(CC2)C